FC1=C(C#N)C(=CC(=C1)CC(C)C)N1CCN(CC1)CC1=NC=CC(=C1)C 2-fluoro-4-isobutyl-6-(4-((4-methylpyridin-2-yl)methyl)piperazin-1-yl)benzonitrile